CC1(CCC2=CC(=CC=C12)C)C(=O)N[C@@H]1C[C@@H](OC2=C1C=CC(=C2)OC)C2=CC=C(C(=O)O)C=C2 4-{(2R,4R)-4-[(1,5-dimethyl-2,3-dihydro-1H-indene-1-carbonyl)amino]-7-methoxy-3,4-dihydro-2H-1-benzopyran-2-yl}benzoic acid